NC1=NC(=C(C=2N1C=C(N2)C(=O)OCC)C2=CC(=[N+](C(=C2)C)[O-])C)C2=CC=CC=C2 4-(5-Amino-2-(ethoxycarbonyl)-7-phenylimidazo[1,2-c]pyrimidin-8-yl)-2,6-dimethylpyridine 1-oxide